C(=O)([O-])C(O)C(O)C(=O)[O-].[NH4+].[NH4+] Ammonium tartrat